2-bromo-5-(3-(diethoxymethyl)-1H-pyrazol-5-yl)pyridine BrC1=NC=C(C=C1)C1=CC(=NN1)C(OCC)OCC